(4aR,8aS)-6-(3-(4-(tert-Butyl)-3-methoxyphenyl)azetidin-1-carbonyl)hexahydro-2H-pyrido[4,3-b][1,4]oxazin-3(4H)-on C(C)(C)(C)C1=C(C=C(C=C1)C1CN(C1)C(=O)N1C[C@@H]2[C@@H](OCC(N2)=O)CC1)OC